C(=O)(O)C=1C(=C(OC2=C(C=C(C=C2C(F)(F)F)OC2=C(C(=CC=C2)C(=O)O)C(=O)O)C(F)(F)F)C=CC1)C(=O)O 1,4-bis(Dicarboxyphenoxy)-2,6-bis(trifluoromethyl)benzene